(E)-methyl-2-methyl-3-phenylacrylate COC(\C(=C\C1=CC=CC=C1)\C)=O